C(C=C)(=O)N1[C@@H](CN(CC1)CC1=CC=C(C=C1)[C@H](C)NC=1N=CC2=C(N1)N(C(C=C2)=O)CC)C 2-{[(1S)-1-(4-{[(3R)-4-Acryloyl-3-methylpiperazin-1-yl]methyl}phenyl)ethyl]amino}-8-ethylpyrido[2,3-d]pyrimidin-7(8H)-on